COC1=C(C=CC=C1)C1=NC(=NC(=N1)C(Cl)(Cl)Cl)C(Cl)(Cl)Cl 2-(Methoxyphenyl)-4,6-bis-(trichloromethyl)-s-triazine